Cl[Si](O[Si](O[Si](O[Si](O[Si](O[Si](C)(C)Cl)(C)C)(C)C)(C)C)(C)C)(C)C 1,11-dichloro-1,1,3,3,5,5,7,7,9,9,11,11-dodecamethylhexasiloxane